O=C1NC(CCC1N1C(C2=CC=CC(=C2C1)NC(C(=O)O)CCCCCCCCCC)=O)=O ((2-(2,6-dioxopiperidin-3-yl)-1-oxoisoindolin-4-yl)amino)dodecanoic acid